FC1=CC=C(C=C1)N1N=CC2=C1C[C@@H]1CCN(C[C@]1(C2)C(=O)C=2N=CSC2)S(=O)(=O)C2=NC(=CC=C2)C(F)(F)F ((4aR,8aS)-1-(4-fluorophenyl)-6-((6-(trifluoromethyl)pyridin-2-yl)sulfonyl)-4,4a,5,6,7,8,8a,9-octahydro-1H-pyrazolo[3,4-g]isoquinolin-4a-yl)(thiazol-4-yl)methanone